6-(4-amino-3-fluorophenyl)-5-methyl-4,5-dihydropyridazin NC1=C(C=C(C=C1)C=1C(CC=NN1)C)F